(E)-l-1-Tetradecenyl acetate C(C)(=O)O\C=C\CCCCCCCCCCCC